COC1=CC=C(C=C1)CN(S(=O)(=O)C1=CC(=C(C=C1)N[C@H](C)C1=CC=C(C=C1)C(F)(F)F)C=1N=CN(C1)C)C N-[(4-methoxyphenyl)methyl]-N-methyl-3-(1-methylimidazol-4-yl)-4-[[(1R)-1-[4-(trifluoromethyl)phenyl]ethyl]amino]benzenesulfonamide